(Benzodioxazole)-2-oxide O1[O+](NC2=C1C=CC=C2)[O-]